N-(4-amino-2-fluorophenyl)-6-chloro-1H-indole-3-sulfonamide NC1=CC(=C(C=C1)NS(=O)(=O)C1=CNC2=CC(=CC=C12)Cl)F